(4-(dimethylamino)phenyl)(morpholino)methanone CN(C1=CC=C(C=C1)C(=O)N1CCOCC1)C